3-(3,5-dimethylisoxazol-4-yl)-1-[(4-methylphenyl)dioxy-λ6-thio]-5-[4-(4-methylpiperazin-1-yl)phenyl]pyrrolo[2,3-b]pyridine CC1=NOC(=C1C1=CN(C2=NC=C(C=C21)C2=CC=C(C=C2)N2CCN(CC2)C)[SH4]OOC2=CC=C(C=C2)C)C